1-(4-(Azetidin-1-yl)-2-methyl-5,7-dihydro-6H-pyrrolo[3,4-d]-pyrimidin-6-yl)-2-(1-(2-methylpyridin-4-yl)azetidin-3-yl)ethan-1-one N1(CCC1)C=1C2=C(N=C(N1)C)CN(C2)C(CC2CN(C2)C2=CC(=NC=C2)C)=O